C1(CC1)N1CC(C1)C(=O)O 1-cyclopropylazetidine-3-carboxylic acid